(3-ethoxy-3-oxopropyl)-5,6,7,8-tetrahydro-1,6-naphthyridine-2-carboxylate C(C)OC(CCOC(=O)C1=NC=2CCNCC2C=C1)=O